(S)-3-(3,4-dimethoxyphenyl)-3-(4-(3-(5,6,7,8-tetrahydro-1,8-naphthyridin-2-yl)propyl)thiazol-2-yl)propionic acid COC=1C=C(C=CC1OC)[C@H](CC(=O)O)C=1SC=C(N1)CCCC1=NC=2NCCCC2C=C1